COC1=CC=C(CSC=2SC(=C(N2)C)C(=O)N2CCOCC2)C=C1 (2-((4-methoxybenzyl)thio)-4-methylthiazol-5-yl)(morpholino)methanone